COC1=NC=CC=C1CC(=O)O 2-(2-methoxy-3-pyridinyl)acetic acid